tert-butyl 4-(3-chloroisonicotinyl)-4-methylpiperidine-1-carboxylate ClC1=C(CC2(CCN(CC2)C(=O)OC(C)(C)C)C)C=CN=C1